DiSuccinimidylSuberate C1CC(=O)N(C1=O)OC(=O)CCCCCCC(=O)ON2C(=O)CCC2=O